C(C)(C)(C)OC(=O)NCCCC[C@H](NC([C@@H](NC(CCCC#CC=1C=NC(=NC1)S(=O)(=O)C)=O)C(C)C)=O)C(=O)O N6-(tert-Butoxycarbonyl)-N2-((6-(2-(methylsulfonyl)pyrimidin-5-yl)hex-5-ynoyl)-L-valyl)-L-lysine